(R)-N'-(4-fluoro-2,6-diisopropylphenylcarbamoyl)-4-(2-hydroxypropan-2-yl)-5-methylfuran-2-sulfonimidamide FC1=CC(=C(C(=C1)C(C)C)NC(=O)N=[S@](=O)(N)C=1OC(=C(C1)C(C)(C)O)C)C(C)C